CC=1C=C(C=C(C1)C)C=1C=C2C=CC=C3C4=C(C=5C(=CN=C(C5)CC(C)(C)C)C(=C32)C1)C=CC=C4 6-(3,5-dimethylphenyl)-2-neopentylbenzo[3,4]naphtho[1',8':5,6,7]cyclohepta[1,2-c]pyridine